(2-cyclopropyl-2-(3-((3-((diisopropylamino)methyl)-4-(5-fluoro-2-methoxypyridin-4-yl)benzyl)oxy)phenyl)ethyl)phosphonic acid C1(CC1)C(CP(O)(O)=O)C1=CC(=CC=C1)OCC1=CC(=C(C=C1)C1=CC(=NC=C1F)OC)CN(C(C)C)C(C)C